3-(3-methoxy-5-(2H-1,2,3-triazol-2-yl)pyridin-2-yl)-N-methyl-N-(2,2,6,6-tetramethylpiperidin-4-yl)-1,2,4-triazin-6-amine COC=1C(=NC=C(C1)N1N=CC=N1)C=1N=NC(=CN1)N(C1CC(NC(C1)(C)C)(C)C)C